C1(=CC=CC=C1)S(=O)(=O)Cl phenylsulphuryl chloride